1,4-bis(cyclopropyl)but-1,3-diyne C1(CC1)C#CC#CC1CC1